CC1=C(C=C(C(=O)NCC2=NC=C3C=CC(=NC3=C2)C2=CC=CC(=N2)N2CCNC3(CN(C3)C(=O)OC(C)(C)C)C2)C=C1)S(=O)(=O)C tert-butyl 8-(6-(7-((4-methyl-3-(methylsulfonyl)benzamido)methyl)-1,6-naphthyridin-2-yl)pyridin-2-yl)-2,5,8-triazaspiro[3.5]nonane-2-carboxylate